C(CCC)C1=C2C(=CC(=C1)O2)CCCC (2,6-di-n-butyl-1,4-phenylen)ether